OC1=CC=C(C=C1)C(CNC(C)C)=O 1-(4-hydroxyphenyl)-2-(isopropylamino)ethan-1-one